(S)-1-(4-((5R,7S)-7-hydroxy-5-methyl-6,7-dihydro-5H-cyclopenta[d]pyrimidin-4-yl)piperazin-1-yl)-3-(tetrahydro-2H-pyran-4-ylamino)-2-(4-(trifluoromethyl)phenyl)propan-1-one O[C@H]1C[C@H](C2=C1N=CN=C2N2CCN(CC2)C([C@H](CNC2CCOCC2)C2=CC=C(C=C2)C(F)(F)F)=O)C